2-(2-Methoxyphenyl)-6-fluoro-benzoxazolin COC1=C(C=CC=C1)C=1OC2=C(N1)C=CC(=C2)F